OC1C2C=CC(C1)C2 L-5-hydroxy-2-norbornene